ClC=1C=C(C=CC1Cl)N1N=C(C(C1)C)NC(=O)C=1C=NC(=NC1)/C=C/C(=O)O (E)-3-(5-((1-(3,4-dichlorophenyl)-4-methyl-4,5-dihydro-1H-pyrazol-3-yl)carbamoyl)pyrimidin-2-yl)acrylic acid